O1CCC2=C1C(=CC=C2)B(O)O 2,3-dihydro-1-benzofuran-7-yl-boronic acid